[4-(methylamino)cyclohexyl] 6-[5-(6-methyl-2-pyridyl)-1H-pyrazol-4-yl]quinoline-3-carboxylate CC1=CC=CC(=N1)C1=C(C=NN1)C=1C=C2C=C(C=NC2=CC1)C(=O)OC1CCC(CC1)NC